CCCCCCCCCCCCCCCCOC[C@H](COP(=O)([O-])OCC[N+](C)(C)C)OC(=O)CCCC/C=C\C/C=C\C/C=C\CCCCC 1-hexadecyl-2-(6Z,9Z,12Z-octadecatrienoyl)-sn-glycero-3-phosphocholine